OC=1C=C2CC(NC(C2=C(C1)O)=O)C(=O)O 6,8-dihydroxy-1-oxo-1,2,3,4-tetrahydroisoquinoline-3-carboxylic acid